3-Bromo-2-[3-[2-(difluoromethyl)pyridin-3-yl]-7,8-dihydro-5H-1,6-naphthyridin-6-yl]-7H-furo[3,4-b]pyridin-5-one BrC=1C=C2C(=NC1N1CC=3C=C(C=NC3CC1)C=1C(=NC=CC1)C(F)F)COC2=O